ClC1=CC(=C(C=C1C1=CC(=CC=C1)CN1CCOCC1)N)N1CCN(CC1)C 6-chloro-4-(4-methylpiperazin-1-yl)-3'-(morpholinomethyl)-[1,1'-biphenyl]-3-amine